monoarginine pyrophosphate OP(O)(=O)OP(=O)(O)O.N[C@@H](CCCNC(N)=N)C(=O)O